ClC1=CC(=C(C=C1Cl)C1C(CNC1)C(=O)OC)OC methyl 4-(4,5-dichloro-2-methoxyphenyl)pyrrolidine-3-carboxylate